2-hydroxy-5-phenyl-pyrrole OC=1NC(=CC1)C1=CC=CC=C1